N-(5-(4-ethylpiperazin-1-yl)-4-methoxypyridin-2-yl)-1-isopropyl-1H-imidazo[4,5-h]quinazolin-8-amine C(C)N1CCN(CC1)C=1C(=CC(=NC1)NC1=NC=2C3=C(C=CC2C=N1)N=CN3C(C)C)OC